(1R,3S)-3-(1-(tert-butyl)-5-((1,1-dioxido-2,3-dihydrothieno[3,2-b]pyridin-5-yl)amino)-1H-pyrazol-3-yl)cyclopentyl isopropylcarbamate C(C)(C)NC(O[C@H]1C[C@H](CC1)C1=NN(C(=C1)NC1=CC=C2C(=N1)CCS2(=O)=O)C(C)(C)C)=O